Bisdimethyldithiocarbamoylzinc ethylenebisdithiocarbamate C(CNC(S)=S)NC(S)=S.CN(C(=S)[Zn]C(N)=S)C.CN(C(=S)[Zn]C(N)=S)C